C(C)O[Si](CC)(OCC)OCC triethoxy(ethyl)silane